ClC1=CC=CC2=C1S(CC1=C2N(N=C1C(=O)O)C1=CC=C(C=C1)CN1CCOCC1)(=O)=O 6-Chloro-1-(4-(morpholinylmethyl)phenyl)-1,4-dihydrothiochromeno[4,3-c]pyrazole-3-carboxylic acid 5,5-diOxide